[5-[4-[4-chloro-3-[cyclopropyl(ethyl)carbamoyl] phenyl]pyrazol-1-yl]-1-methyl-4-(trifluoromethyl)pyrazol-3-yl]2-chloro-1,1,2,2-tetrafluoro-ethanesulfonate ClC1=C(C=C(C=C1)C=1C=NN(C1)C1=C(C(=NN1C)OS(=O)(=O)C(C(F)(F)Cl)(F)F)C(F)(F)F)C(N(CC)C1CC1)=O